2,4-dibromo-N-(1-((4-fluorophenyl)amino)hex-2-yl)-5-methoxybenzenesulphonamide BrC1=C(C=C(C(=C1)Br)OC)S(=O)(=O)NC(CNC1=CC=C(C=C1)F)CCCC